(S)-4-(1-aminoethyl)-N-(4-nitrophenyl)aniline N[C@@H](C)C1=CC=C(NC2=CC=C(C=C2)[N+](=O)[O-])C=C1